COC1=CC=C(C=N1)OC1CCN(CC1)C1=C(C=C2C(=N1)C(=NN2)C)C 5-(4-((6-Methoxypyridin-3-yl)oxy)piperidin-1-yl)-3,6-dimethyl-1H-pyrazolo[4,3-b]pyridine